ClC(C=1C(=CC=CC1)C)Cl α,α-dichloroxylene